2-methyl-5-(2-oxo-2',3',5',6'-tetrahydrospiro[indolin-3,4'-pyran]-6-yl)benzamide CC1=C(C(=O)N)C=C(C=C1)C1=CC=C2C(=C1)NC(C21CCOCC1)=O